2-phenyl-3-benzyloxy-quinolin-4-one C1(=CC=CC=C1)C1=NC2=CC=CC=C2C(C1OCC1=CC=CC=C1)=O